N,N-diethyl-N-(pentenyl)amine C(C)N(C=CCCC)CC